CN(C1CN(C1)C=1N=C2C3=C(OCC4[C@H]5CC[C@@H](CN24)N5)N=C(C=C3N1)C1=CC(=CC3=CC=CC(=C13)CC)O)C 4-((6R,9S)-12-(3-(dimethylamino)azetidin-1-yl)-5a,6,7,8,9,10-hexahydro-5H-4-oxa-3,10a,11,13,14-pentaaza-6,9-methanonaphtho[1,8-ab]heptalen-2-yl)-5-ethylnaphthalen-2-ol